(R)-3-bromo-N-(4-cyano-3-methoxyphenyl)-2-hydroxy-2-methylpropanamide BrC[C@](C(=O)NC1=CC(=C(C=C1)C#N)OC)(C)O